trans-5-Chloro-2-(3-methyl-5-(4-(pyridin-2-yloxy)cyclohexyl)-4H-1,2,4-triazol-4-yl)pyridin ClC=1C=CC(=NC1)N1C(=NN=C1[C@@H]1CC[C@H](CC1)OC1=NC=CC=C1)C